(S)-N-benzyl-3-((S)-sec-butyl)-2-oxo-1,2,3,5-tetrahydro-4H-benzo[e][1,4]diazepine-4-carboxamide C(C1=CC=CC=C1)NC(=O)N1[C@H](C(NC2=C(C1)C=CC=C2)=O)[C@@H](C)CC